O1[C@H]2[C@](CC1)(CCCCC2)C(N2C[C@@H]1[C@H](C2)CC(C1)NC=1N=NC(=CC1)C=1C=NC=CC1C(F)(F)F)([2H])[2H] (3aR,5s,6aS)-2-(((3aS,8aR)-octahydro-3aH-cyclohepta[b]furan-3a-yl)methyl-d2)-N-(6-(4-(trifluoromethyl)pyridin-3-yl)pyridazin-3-yl)octahydrocyclopenta[c]pyrrol-5-amine